COC(C(=O)O)CC=O 2-methoxy-4-oxobutanoic acid